OC(C(=O)N1CC2=C(N=C(NC2=O)C2(CC2)C2=CC=CC=C2)CC1)C1=CC(=NC=C1)C1=CC=CC=C1 6-(2-hydroxy-2-(2-phenylpyridin-4-yl)acetyl)-2-(1-phenylcyclopropyl)-5,6,7,8-tetrahydropyrido[4,3-d]pyrimidin-4(3H)-one